tert-butyl 4-[4-[3-(p-tolylsulfonyloxy)propoxy]butoxy]piperidine-1-carboxylate C1(=CC=C(C=C1)S(=O)(=O)OCCCOCCCCOC1CCN(CC1)C(=O)OC(C)(C)C)C